3-(N,N-diethylamino)propanol C(C)N(CC)CCCO